2,4-bis[4-(1-naphthyl)phenyl]-6-[4-(3-pyridyl)phenyl]pyrimidine C1(=CC=CC2=CC=CC=C12)C1=CC=C(C=C1)C1=NC(=CC(=N1)C1=CC=C(C=C1)C1=CC=CC2=CC=CC=C12)C1=CC=C(C=C1)C=1C=NC=CC1